3-(6-chloropyridin-2-yl)-6,7-dihydropyrazolo[1,5-a]pyrazine-5(4H)-carboxylic acid tert-butyl ester C(C)(C)(C)OC(=O)N1CC=2N(CC1)N=CC2C2=NC(=CC=C2)Cl